methyl 4-amino-3-[2-[tert-butoxycarbonyl(methyl)amino]ethoxy]-5-[[(2S)-oxetan-2-yl]methylamino]benzoate NC1=C(C=C(C(=O)OC)C=C1NC[C@H]1OCC1)OCCN(C)C(=O)OC(C)(C)C